NC1=CC=C(OC2=CC=NC3=C(N=CC=C23)NC)C=C1 4-(4-Aminophenoxy)-N-methyl-1,7-naphthyridin-8-amine